O[C@@H](CONC(C1=C(C=CC=C1)NC1=C(C=C(C=C1)I)F)=O)CO N-[(2R)-2,3-dihydroxypropoxy]-2-(2-fluoro-4-iodoanilino)benzamide